FC=1C=C(C=CC1)C(C(=O)O)N1C(C2=CC(=CC=C2C1)C1=CC=C(C=C1)C1CCN(CC1)C)=O 2-(3-fluorophenyl)-2-[6-[4-(1-methyl-4-piperidyl)phenyl]-1-oxo-isoindolin-2-yl]acetic acid